ClC1=NC=C2N(C(N(C2=N1)C1C2CC(CC1CC2)=O)=O)C 2-chloro-7-methyl-9-(3-oxobicyclo[3.2.1]oct-8-yl)-7,9-dihydro-8H-purin-8-one